N-(2-(dimethylamino)ethyl)-2-(4-(1-(3-(methylsulfonamido)phenyl)-1H-benzo[d]imidazol-6-yl)phenyl)acetamide CN(CCNC(CC1=CC=C(C=C1)C=1C=CC2=C(N(C=N2)C2=CC(=CC=C2)NS(=O)(=O)C)C1)=O)C